O=C1N(C(C2=CC=CC=C12)=O)C1COC(OC1)[C@H](CN(C1=CC=C(C#N)C=C1)CC1=CC(=C(C=C1)OC)F)O |r| racemic-4-(((S)-2-(5-(1,3-dioxoisoindolin-2-yl)-1,3-dioxan-2-yl)-2-hydroxyethyl)(3-fluoro-4-methoxybenzyl)amino)benzonitrile